ClC=1C=CC(=C(C1)P(C)(C)=O)CO (5-chloro-2-(hydroxymethyl)phenyl)dimethylphosphine oxide